6-(aminomethyl)indole NCC1=CC=C2C=CNC2=C1